C(C)(C)(C)[C@](C(=O)O)(CCC1=NN=NN1)N.FC1=CC=C(C=C1)S(=S)(O)(O)C1=CC=C(C=C1)F.CC=1C(=NC(=NC1)C1=NNC2=CC=C(C=C12)OC(C)C)N1N=CC(=C1)CCO 2-(1-{5-methyl-2-[5-(propan-2-yloxy)-1H-indazol-3-yl]pyrimidin-4-yl}-1H-pyrazole-4-yl)ethanol bis(4-fluorophenyl)thiosulfite Tert-butyl-(S)-2-amino-4-(1H-tetrazol-5-yl)butanoate